C(CCCCCCCCCCCCCCC)C(CCCCCOCCCCCC(CCCCCCCCCCCC)CCCCCCCCCCCCCCCC)CCCCCCCCCCCC 6-cetylstearylether